4-(2-((1-butylpiperidin-4-yl)amino)-1-hydroxyethyl)phenol C(CCC)N1CCC(CC1)NCC(O)C1=CC=C(C=C1)O